C(C)(=O)OC1C2(CCC(C1)C2(C)C)C Bornyl acetate